CC(C(=O)O[C@@H]1COCC[C@H]1NC1=NN2C(C=N1)=C(C=C2C2=NC=C(C=C2)C2(CC2)C(F)F)F)C (3S,4R)-4-[(7-{5-[1-(difluoromethyl)cyclopropyl]pyridin-2-yl}-5-fluoropyrrolo[2,1-f][1,2,4]triazin-2-yl)amino]oxan-3-yl 2-methylpropanoate